5-(isoindolin-2-ylmethyl)-2-(2-(1-(methylsulfonyl)piperidin-4-yl)ethyl)phenol C1N(CC2=CC=CC=C12)CC=1C=CC(=C(C1)O)CCC1CCN(CC1)S(=O)(=O)C